5-methyl-8-{4-[(naphthalen-1-yl)methyl]piperazin-1-yl}-7-nitro-6-oxo-5,6-dihydro-1,5-naphthyridine-2-carbonitrile CN1C=2C=CC(=NC2C(=C(C1=O)[N+](=O)[O-])N1CCN(CC1)CC1=CC=CC2=CC=CC=C12)C#N